4-[(2R,5R)-2-(6-amino-2-fluoro-purin-9-yl)-5-[[bis(4-methoxyphenyl)-phenyl-methoxy]methyl]-4-[tert-butyl(dimethyl)silyl]oxy-tetrahydrofuran-3-yl]oxy-4-oxo-butanoic acid NC1=C2N=CN(C2=NC(=N1)F)[C@@H]1O[C@@H](C(C1OC(CCC(=O)O)=O)O[Si](C)(C)C(C)(C)C)COC(C1=CC=CC=C1)(C1=CC=C(C=C1)OC)C1=CC=C(C=C1)OC